C[C@H]1CN2C(C=3N1C(=NC3)[C@@](C(F)(F)F)(C)O)=CC(=N2)C23COC(CC2)(CC3)C#N 4-((S)-5-methyl-3-((R)-1,1,1-trifluoro-2-hydroxypropan-2-yl)-5,6-dihydroimidazo[1,5-a]pyrazolo[5,1-c]pyrazin-9-yl)-2-oxabicyclo[2.2.2]octane-1-carbonitrile